C1(CCCCC1)NC=1SC=C(N1)B(O)O 2-(CYCLOHEXYLAMINO)THIAZOLE-4-BORONIC ACID